Spiro[cyclopropane-1,4'-isochromane]-2-carboxylic acid ethyl ester C(C)OC(=O)C1CC12COCC1=CC=CC=C21